sodium lauroyl-L-tyrosine C(CCCCCCCCCCC)(=O)N[C@@H](CC1=CC=C(C=C1)O)C(=O)O.[Na]